6-phenoxymethyl-4-methylpyridine-2(1H)-thione O(C1=CC=CC=C1)CC1=CC(=CC(N1)=S)C